[3-[4-[3-(hydroxymethyl)oxiran-2-yl]but-1,3-diynyl]oxiran-2-yl]methanol OCC1C(O1)C#CC#CC1C(O1)CO